5-azido-3-chloro-5,6,7,8-tetrahydroquinoline N(=[N+]=[N-])C1C=2C=C(C=NC2CCC1)Cl